4-(p-acetylphenylthio)phenyldiphenylsulfonium C(C)(=O)C1=CC=C(C=C1)SC1=CC=C(C=C1)[S+](C1=CC=CC=C1)C1=CC=CC=C1